6-deoxyglucose O=C[C@H](O)[C@@H](O)[C@H](O)[C@H](O)C